CC(C(=O)OC(C)CCCC)CC 2-hexyl methylbutyrate